(3R,5S)-5-(methoxymethyl)pyrrolidin-3-ol COC[C@@H]1C[C@H](CN1)O